2,4-dimethylpentan-2-amine CC(C)(CC(C)C)N